N-((4R,5S,7R,8R,9S,10R)-8,10-dihydroxy-7-(hydroxymethyl)-9-(4-(3,4,5-trifluorophenyl)-1H-1,2,3-triazol-1-yl)-1,6-dioxaspiro[4.5]decan-4-yl)-[1,1'-biphenyl]-3-carboxamide O[C@H]1[C@H](O[C@@]2([C@@H](CCO2)NC(=O)C=2C=C(C=CC2)C2=CC=CC=C2)[C@@H]([C@H]1N1N=NC(=C1)C1=CC(=C(C(=C1)F)F)F)O)CO